(E)-4-(3-benzylidene-2,5-dioxopyrrolidinyl)-N-hydroxyhexanamide C(/C1=CC=CC=C1)=C/1\C(N(C(C1)=O)C(CCC(=O)NO)CC)=O